OC=1C=C(C=CC1)CC(=O)NC=1SC(=C(N1)C=1C=C2C=CN(C2=CC1)S(=O)(=O)C1=C(C=CC=C1)[N+](=O)[O-])C (3-hydroxyphenyl)-N-(5-methyl-4-(1-((2-nitrophenyl)sulfonyl)indol-5-yl)thiazol-2-yl)acetamide